iodo-1,1,2,2-tetrafluoroethane IC(C(F)F)(F)F